ClC=1C=CC(=C(C1)NC(=O)C=1SC=CC1)OCC#C N-(5-chloro-2-(prop-2-yn-1-yloxy)phenyl)thiophene-2-carboxamide